tert-butyl-4-(6-hydroxypyridin-2-yl)piperidine C(C)(C)(C)N1CCC(CC1)C1=NC(=CC=C1)O